FC=1C=C(C=NC1)[C@H](CNCCCC1CCC(CC1)OC)O (R)-1-(5-fluoropyridin-3-yl)-2-((3-((1s,4R)-4-methoxycyclohexyl)propyl)amino)ethan-1-ol